ClC=1C=C(C=NC1C(C)OC)N 5-chloro-6-(1-methoxyethyl)pyridin-3-amine